4-{[tert-butyl-(dimethyl)silyl]oxy}-3,3-dimethylbutyraldehyde C(C)(C)(C)[Si](OCC(CC=O)(C)C)(C)C